bis-(4-amino-3-ethylcyclohexyl)methane tert-butyl-4-(6-aminopyridin-3-yl)-1,4-diazacycloheptane-1-carboxylate C(C)(C)(C)OC(=O)N1CCN(CCC1)C=1C=NC(=CC1)N.NC1C(CC(CC1)CC1CC(C(CC1)N)CC)CC